C(C=C)(=O)N1CCN(CC1)C1=CC=C(C=C1)C=1C(=NNC1)C#N 4-(4-(4-propenoylpiperazin-1-yl)phenyl)-3-cyanopyrazol